1-((2R,3R,4R,5R)-3,4-dihydroxy-5-(hydroxymethyl)-4-methyltetrahydrofuran-2-yl)pyrimidine-2,4(1H,3H)-dione O[C@H]1[C@@H](O[C@@H]([C@]1(C)O)CO)N1C(NC(C=C1)=O)=O